P(=O)(OCCCCCCCCCCCC)(OCCCCCCCCCCCC)OC1=CC=CC=C1 di(dodecyl) phenyl phosphate